2-nitro-5-(2,3,4,5,6-pentafluorophenoxy)benzoic acid [N+](=O)([O-])C1=C(C(=O)O)C=C(C=C1)OC1=C(C(=C(C(=C1F)F)F)F)F